Cl.C[C@@]1(CNCCC1)C(=O)O (R)-3-methyl-3-piperidinoic acid hydrochloride